[V+5].[Mn](=O)(=O)([O-])[O-].[P+3].[Mn](=O)(=O)([O-])[O-].[Mn](=O)(=O)([O-])[O-].[Mn](=O)(=O)([O-])[O-] phosphorus manganate vanadium